ClCOC(=O)N1C(=C(C2=CC(=CC=C12)C1CCN(CC1)C(=O)OC(C)(C)C)C(C)C)C=1C(=C(C=2N(C1)N=CN2)C)C 5-(1-(tert-Butoxycarbonyl)piperidin-4-yl)-2-(7,8-dimethyl-[1,2,4]triazolo[1,5-a]pyridin-6-yl)-3-isopropyl-1H-indole-1-carboxylic acid chloromethyl ester